C(C)(=O)C1=NN(C=2C1=NC(=CC2)C=2C=NC(=NC2)C)CC(=O)N2[C@@H]1C[C@@]1(C[C@H]2C(=O)NC2=NC(=CC=C2C)Br)C (1R,3S,5R)-2-(2-(3-acetyl-5-(2-methylpyrimidin-5-yl)-1H-pyrazolo[4,3-b]pyridin-1-yl)acetyl)-N-(6-bromo-3-methylpyridin-2-yl)-5-methyl-2-azabicyclo[3.1.0]hexane-3-carboxamide